2-chloro-5-nitro-1H-benzo[d]imidazole ClC1=NC2=C(N1)C=CC(=C2)[N+](=O)[O-]